4-methoxy-6-(1-(1-(3-methylazetidine-3-carbonyl)piperidin-4-yl)-1H-pyrazol-4-yl)pyrazolo[1,5-a]pyridine-3-carbonitrile trihydrochloride Cl.Cl.Cl.COC=1C=2N(C=C(C1)C=1C=NN(C1)C1CCN(CC1)C(=O)C1(CNC1)C)N=CC2C#N